C[Si](CCOCN1C=C(C=2C1=NC=CC2)CN)(C)C 1-(1-{[2-(trimethylsilyl)ethoxy]methyl}pyrrolo[2,3-b]pyridin-3-yl)methanamine